BrC1=NC(=CC=C1)C(=O)C1CCN(CC1)C 2-bromo-6-(1-methylpiperidine-4-ylcarbonyl)-pyridine